(±)-N-[1-benzyl-3-(3-bromophenyl)-3-piperidyl]acetamide C(C1=CC=CC=C1)N1C[C@@](CCC1)(C1=CC(=CC=C1)Br)NC(C)=O |r|